ClC=1C(N(C(=CC1OC([2H])([2H])C1=C(C=C(C=C1F)F)F)C)C1=CC(=NC=C1C)C1=CC=C2C(=N1)C(CN2)(C)C)=O (S)-5-(3-chloro-5',6-dimethyl-2-oxo-4-((2,4,6-trifluorophenyl)methoxy-d2)-2H-[1,4'-bipyridine]-2'-yl)-3,3-dimethyl-1,3-dihydro-2H-pyrrolo[3,2-b]Pyridine